(2-chloro-4-(methylthio)thieno[2,3-d]pyrimidin-6-yl)methanol ClC=1N=C(C2=C(N1)SC(=C2)CO)SC